2-(4-amino-4-phenylpiperidin-1-yl)-N-(5-cyclopropyl-4-fluoro-1H-pyrazol-3-yl)-6-ethynyl-quinazolin-4-amine dihydrochloride Cl.Cl.NC1(CCN(CC1)C1=NC2=CC=C(C=C2C(=N1)NC1=NNC(=C1F)C1CC1)C#C)C1=CC=CC=C1